tert-butyl 1-(hydroxymethyl)-2,3-dihydro-1H-isoindole-2-carboxylate OCC1N(CC2=CC=CC=C12)C(=O)OC(C)(C)C